methyl-bis(2-((tert-butoxycarbonyl)amino)ethyl)glycine CC(N(CCNC(=O)OC(C)(C)C)CCNC(=O)OC(C)(C)C)C(=O)O